tert-butyl ((5S,8S,10aR)-8-(((S)-5-amino-1-(benzhydrylamino)-1,5-dioxopentan-2-yl)carbamoyl)-6-oxodecahydropyrrolo[1,2-a][1,5]diazocin-5-yl)carbamate NC(CC[C@@H](C(=O)NC(C1=CC=CC=C1)C1=CC=CC=C1)NC(=O)[C@@H]1CC[C@H]2N1C([C@H](CNCC2)NC(OC(C)(C)C)=O)=O)=O